NC(=O)[C@H]1CN(C)[C@@H]2CC3=CNC4=CC=CC(C2=C1)=C34 lysergic acid monoamide